C(C)(C)(C)OC(=O)N1C(=NC2=C1C=C(C=C2CC(C)C)F)CN2C(C(=CC=C2)NC([C@H](CC\C=C\C(=O)N(C)C)OC(N(C)C)=O)=O)=O tert-Butyl-(S,E)-2-((3-(7-(dimethylamino)-2-((dimethylcarbamoyl)oxy)-7-oxohept-5-enamido)-2-oxopyridin-1(2H)-yl)methyl)-6-fluoro-4-isobutyl-1H-benzo[d]imidazol-1-carboxylat